NC1=NC=C(C=C1C=1C=C2C=CNC(C2=CN1)=O)Br 6-(2-amino-5-bromopyridin-3-yl)-2,7-naphthyridin-1(2H)-one